bis(3-t-butyl-4-hydroxy-5-methylphenyl)propionic acid C(C)(C)(C)C=1C=C(C=C(C1O)C)C(C(=O)O)(C)C1=CC(=C(C(=C1)C)O)C(C)(C)C